4-((4-methylpiperazin-1-yl)methyl)-3-(trifluoromethyl)benzoyl chloride CN1CCN(CC1)CC1=C(C=C(C(=O)Cl)C=C1)C(F)(F)F